5-amino-7-(2-(4-(4-cyano-2-fluorophenyl)piperazin-1-yl)ethyl)-9-methyl-2-(pyridin-2-yl)-7H-pyrrolo[3,2-e][1,2,4]Triazolo[1,5-c]Pyrimidine-8-carboxylic acid methyl ester COC(=O)C1=C(C=2C=3N(C(=NC2N1CCN1CCN(CC1)C1=C(C=C(C=C1)C#N)F)N)N=C(N3)C3=NC=CC=C3)C